Cl.Cl.NCC1=CC(=CS1)C(=N)N 5-(aminomethyl)thiophene-3-carboxamidine dihydrochloride